FC=1C=C(C=C(C1F)F)C1=C(N)C=CC=C1 2-(3,4,5-trifluorophenyl)aniline